CS(=O)(=O)O[C@H]1CC2(CN(C2)C(=O)OC(C)(C)C)CC1 tert-butyl (R)-6-((methylsulfonyl) oxy)-2-azaspiro[3.4]octane-2-carboxylate